rac-(3'S,5S)-7-(azetidin-3-yl)-2-(2-ethoxypyridin-3-yl)-3'-ethyl-1'-[2-methoxy-3-(trifluoromethyl)pyridin-4-yl]spiro[6H-1,7-naphthyridine-5,4'-piperidine]-8-one N1CC(C1)N1C[C@@]2([C@@H](CN(CC2)C2=C(C(=NC=C2)OC)C(F)(F)F)CC)C=2C=CC(=NC2C1=O)C=1C(=NC=CC1)OCC |r|